ClC=1C=C(NC(C(C(=O)OCC)(C)C)=O)C=CC1 ethyl 3-(3-chloroanilino)-2,2-dimethyl-3-oxopropanoate